COCCO[Si](OCCOC)(OCCOC)OCCOC tetrakis(methoxyethoxy)silane